C(#N)C1=C(C=C(C=C1)NC([C@@](CN1C2=CC=C(C=C2C=2C=C(C=CC12)F)F)(C)O)=O)C(F)(F)F (S)-N-(4-cyano-3-(trifluoromethyl)phenyl)-3-(3,6-difluoro-9H-carbazol-9-yl)-2-hydroxy-2-methylpropanamide